CN1C=C(C=C1C1=CC=CC=C1)C1=CC2=C(N(N=N2)C(C)C)C=C1 5-(1-methyl-5-phenyl-1H-pyrrol-3-yl)-1-(propan-2-yl)-1H-1,2,3-benzotriazole